tert-butyl 3-((6-chloro-5-cyanopyrazin-2-yl)amino)-5-methoxy-1H-pyrazole-1-carboxylate ClC1=C(N=CC(=N1)NC1=NN(C(=C1)OC)C(=O)OC(C)(C)C)C#N